N-methyl-5-(piperazin-1-yl)-6-(trifluoromethyl)pyridine-2-carboxamide hydrogen chloride Cl.CNC(=O)C1=NC(=C(C=C1)N1CCNCC1)C(F)(F)F